CC1(C=C(C=C1)CCCC)[Zr]C1(C=C(C=C1)CCCC)C Bis(1-methyl-3-butylcyclopentadienyl)zirconium